(1-(difluoro Methyl)cyclopropyl)carbamate FC(C1(CC1)NC([O-])=O)F